(3S)-3-{[(2S,4R)-1-[(2R)-2-[(1-fluorocyclopropyl)formamido]-3,3-dimethylbutanoyl]-4-hydroxypyrrolidin-2-yl]formamido}-3-[4-(4-methyl-1,3-thiazol-5-yl)phenyl]propanoic acid FC1(CC1)C(=O)N[C@@H](C(=O)N1[C@@H](C[C@H](C1)O)C(=O)N[C@@H](CC(=O)O)C1=CC=C(C=C1)C1=C(N=CS1)C)C(C)(C)C